NC1CCNCC1 4-aminotetrahydro-2H-pyridine